[Na+].N(N)NC(=S)[S-] hydrazinedithiocarbamic acid sodium salt